C(C)(C)C1CC(C2=C(N(N=N2)C2=CC(=C(C(=C2)F)C2=C(C=CC(=C2)CO)F)F)C1)=O 6-isopropyl-1-(2,2',6-trifluoro-5'-(hydroxymethyl)-[1,1'-biphenyl]-4-yl)-1,5,6,7-tetrahydro-4H-benzo[d][1,2,3]triazol-4-one